NC1=C(C(=C(C=N1)NC(C(=O)N(CC1=NC=C(C=C1)C(F)(F)F)C(C)C1=NC=CC=C1F)=O)F)C N1-(6-amino-4-fluoro-5-methylpyridin-3-yl)-N2-(1-(3-fluoropyridin-2-yl)ethyl)-N2-((5-(trifluoromethyl)pyridin-2-yl)methyl)oxalamide